C(#N)C=1C(=NN(C1COC1=CC=C(C=C1)CC(=O)OCC)C1=CC=CC=C1)C Ethyl {4-[(4-cyano-3-methyl-1-phenyl-1H-pyrazol-5-yl)methoxy]phenyl}acetate